6-{4-[(2R)-4,4-difluoro-2-(hydroxymethyl)pyrrolidin-1-yl]piperidin-1-yl}-2-azaspiro[3.4]octane-2-carboxylic acid ethyl ester C(C)OC(=O)N1CC2(C1)CC(CC2)N2CCC(CC2)N2[C@H](CC(C2)(F)F)CO